1-(1-(3-amino-4-fluorophenyl)-3-cyclopropylpropyl)-3,4-dihydropyridin-2(1H)-one NC=1C=C(C=CC1F)C(CCC1CC1)N1C(CCC=C1)=O